(S)-8-(3-chloro-5-(trifluoromethyl)phenyl)-2-(2-(2-methyl-4-(trifluoromethoxy)phenoxy)acetyl)-1,3,4,12a-tetrahydrobenzo[e]pyrazino[1,2-a][1,4]diazepine-6,12(2H,11H)-dione ClC=1C=C(C=C(C1)C(F)(F)F)C1=CC2=C(NC([C@H]3N(C2=O)CCN(C3)C(COC3=C(C=C(C=C3)OC(F)(F)F)C)=O)=O)C=C1